C1(CC1)COC1=NN2C(N=CC=C2C(=O)NC2CC3=CC=CC=C3C2)=C1 2-(cyclopropylmethoxy)-N-indan-2-yl-pyrazolo[1,5-a]pyrimidine-7-carboxamide